5-((4-((2-(6-methylpyridin-2-yl)pyrimidin-4-yl)amino)pyrimidin-2-yl)amino)nicotinic acid CC1=CC=CC(=N1)C1=NC=CC(=N1)NC1=NC(=NC=C1)NC=1C=NC=C(C(=O)O)C1